1-(4-(3-fluoro-5-(trifluoromethyl)benzyl)pyridin-2-yl)-5-methyl-1H-pyrazole-4-carboxylic acid FC=1C=C(CC2=CC(=NC=C2)N2N=CC(=C2C)C(=O)O)C=C(C1)C(F)(F)F